1,3,3-Trimethylpiperidin-4-yl (8-amino-7-fluoro-6-(8-methyl-2,3-dihydro-1H-pyrido[2,3-b][1,4]oxazin-7-yl)isoquinolin-3-yl)carbamate NC=1C(=C(C=C2C=C(N=CC12)NC(OC1C(CN(CC1)C)(C)C)=O)C1=C(C2=C(OCCN2)N=C1)C)F